C(C)N1N=C2C=CC=CC2=C1I 2-Ethyl-3-iodo-2H-indazole